sodium [1,1'-biphenyl]-4,4'-disulfonate C1(=CC=C(C=C1)S(=O)(=O)[O-])C1=CC=C(C=C1)S(=O)(=O)[O-].[Na+].[Na+]